2,5-dihydro-3,6-di-2-thienyl-pyrrolo[3,4-c]pyrrole-1,4-dione S1C(C=CC1)C1=NC(C=2C(=NC(C21)=O)C2SCC=C2)=O